Cl.ClC1=CC=C(C=C1)C1=NN2C(CNCC2)=C1C1=CC=NC=C1 2-(4-chlorophenyl)-3-(pyridin-4-yl)-4,5,6,7-tetrahydropyrazolo[1,5-a]pyrazine hydrochloride